3-[(1R)-1-aminoethyl]-4-fluoro-benzonitrile N[C@H](C)C=1C=C(C#N)C=CC1F